ClC=1C=C(C(=O)N/N=C(\C)/C=2C=NC=CC2)C=CC1 (E)-3-chloro-N'-(1-(pyridin-3-yl)ethylidene)benzohydrazide